BrC1=C(C(=CC(=C1O)Br)/C=N/C1=CC2=C(NC(=N2)C2=C(C(=C(C=C2)OC)OC)OC)C=C1)O (E)-2,4-dibromo-6-(((2-(2,3,4-trimethoxyphenyl)-1H-benzo[d]imidazol-5-yl)imino)methyl)benzene-1,3-diol